6-(1-(3-(4-cyclopropylphenyl)oxetan-3-yl)-4-(propane-1-yne-1-yl)-1H-indazole-7-carboxamido)spiro[3.3]heptane-2-carboxylic acid methyl ester COC(=O)C1CC2(C1)CC(C2)NC(=O)C=2C=CC(=C1C=NN(C21)C2(COC2)C2=CC=C(C=C2)C2CC2)C#CC